1-(2,2-difluoroethyl)-5-methyl-4-nitro-1H-pyrazole FC(CN1N=CC(=C1C)[N+](=O)[O-])F